FC=1C(=C(C=CC1F)C1COC(C1C)(C(F)(F)F)C)OC 3-(3,4-difluoro-2-methoxyphenyl)-4,5-dimethyl-5-(trifluoromethyl)dihydrofuran